BrC=1C=C(C=CC1)C1(CC(C1)(F)F)C(=O)NNC 2-(1-(3-bromophenyl)-3,3-difluorocyclobutane-1-carbonyl)-N-methylhydrazine